4-carbamimidamidobut-2-enoic acid N(C(=N)N)CC=CC(=O)O